NC([C@H](CCC(=O)OC(C)(C)C)N1C(C2=CC=C(C(=C2C1)F)C1=NC(=C(C(=C1)C)C#N)N)=O)=O tert-butyl (S)-5-amino-4-(5-(6-amino-5-cyano-4-methylpyridin-2-yl)-4-fluoro-1-oxoisoindolin-2-yl)-5-oxopentanoate